6-(2-aminopropyl)-4H-thieno[3,2-b]pyrrole-4-carboxylic acid tert-butyl ester C(C)(C)(C)OC(=O)N1C2=C(C(=C1)CC(C)N)SC=C2